Octyl-dodecanol stearoyl-oxystearate C(CCCCCCCCCCCCCCCCC)(=O)OC(C(=O)OC(CCCCCCCCCCC)CCCCCCCC)CCCCCCCCCCCCCCCC